The molecule is a jasmonate anion resulting from the removal of a proton from the carboxy group of (+)-7-isojasmonic acid. The major species at pH 7.3. It is a conjugate base of a (+)-7-isojasmonic acid. CC/C=C\\C[C@H]1[C@H](CCC1=O)CC(=O)[O-]